C(C)(C)N[C@@H](CS)C(=O)O (+)-s-propyl-l-cysteine